3-(2,4-difluorophenoxy)-6-(7,8-dimethyl-[1,2,4]triazolo[4,3-b]pyridazin-6-yl)-5,6,7,8-tetrahydro-1,6-naphthyridine FC1=C(OC=2C=NC=3CCN(CC3C2)C=2C(=C(C=3N(N2)C=NN3)C)C)C=CC(=C1)F